methyl 2-(4-bromo-3-fluoro-2-nitro-anilino)-3-hydroxy-butyrate BrC1=C(C(=C(NC(C(=O)OC)C(C)O)C=C1)[N+](=O)[O-])F